6-amino-9-[(4-chlorophenyl)methyl]-2-propylsulfanyl-7H-purin-8-one NC1=C2NC(N(C2=NC(=N1)SCCC)CC1=CC=C(C=C1)Cl)=O